C(C)(C)(C)OC(=O)N1C[C@H](C(CC1)O)C (3R)-4-hydroxy-3-methylpiperidine-1-carboxylic acid tert-butyl ester